N-(1-acetylpyrrolidin-3-yl)-1-[5-(5-chloro-2-methoxypyridin-4-yl)-1H-pyrazole-3-carbonyl]piperidine-4-carboxamide C(C)(=O)N1CC(CC1)NC(=O)C1CCN(CC1)C(=O)C1=NNC(=C1)C1=CC(=NC=C1Cl)OC